C1CCN2C1=CC=1C=CC=CC21 2,3-dihydro-1H-pyrrolo[1,2-a]indole